[Cu]=O copper(II)-oxide